N-(1'-(4-(tetrahydro-2H-pyran-3-yl)thiazol-2-yl)-1',2'-dihydrospiro[cyclopropane-1,3'-pyrrolo[3,2-c]pyridin]-6'-yl)acetamide O1CC(CCC1)C=1N=C(SC1)N1CC2(C=3C=NC(=CC31)NC(C)=O)CC2